ethyl (6R)-6-[4-(5-fluoro-2-tetrahydropyran-4-yl-3-pyridyl)piperazin-1-yl]-2-azaspiro[3.4]octane-2-carboxylate FC=1C=C(C(=NC1)C1CCOCC1)N1CCN(CC1)[C@H]1CC2(CN(C2)C(=O)OCC)CC1